CS(=O)(=O)OCCCN1C(=NC2=C1C(N(C2=O)C=2C(N(C=C(C2)Cl)C)=O)C2=CC=C(C=C2)Cl)C=2C(=NC(=NC2)OC)OC 3-(5-(5-chloro-1-methyl-2-oxo-1,2-dihydropyridin-3-yl)-6-(4-chlorophenyl)-2-(2,4-dimethoxypyrimidin-5-yl)-4-oxo-5,6-dihydropyrrolo[3,4-d]imidazol-1(4H)-yl)propyl methanesulfonate